(R)-6-fluoro-5-(1-(2-fluorophenyl)ethyl)-3-((imidazo[1,2-a]pyridin-2-ylmethyl)amino)-4H-benzo[e][1,2,4]thiadiazine 1,1-dioxide FC=1C=CC2=C(NC(=NS2(=O)=O)NCC=2N=C3N(C=CC=C3)C2)C1[C@H](C)C1=C(C=CC=C1)F